1-(4-Chlorophenyl)-3-(furan-2-yl)-2-oxo-7-(trifluoromethyl)-1,2-dihydro-1,8-naphthyridine ClC1=CC=C(C=C1)N1C(C(=CC2=CC=C(N=C12)C(F)(F)F)C=1OC=CC1)=O